7-acetyl-2-[1-(2-trimethylsilylethoxymethyl)pyrazol-4-yl]-12-oxa-3-thia-6-azatricyclo[6.4.1.04,13]trideca-1,4(13),7-trien-5-one C(C)(=O)C=1NC(C=2SC(=C3OCCCC1C32)C=3C=NN(C3)COCC[Si](C)(C)C)=O